FC1(C(N(C2=C(O1)C=C(C(=C2)C2=C(C(=C(C(=C2F)C)F)F)F)F)CC(=O)OC)=O)F methyl 2-(2,2,7-trifluoro-3-oxo-6-(2,3,4,6-tetrafluoro-5-methylphenyl)-2,3-dihydro-4H-benzo[b][1,4]oxazin-4-yl)acetate